4-((2-(4-isobutylphenyl)propionyl)hydrazino)-2-(3,5-dimethylphenylamino)-6-methyl-furo[2,3-d]pyrimidine-5-carboxylic acid ethyl ester C(C)OC(=O)C1=C(OC=2N=C(N=C(C21)NNC(C(C)C2=CC=C(C=C2)CC(C)C)=O)NC2=CC(=CC(=C2)C)C)C